N-(methyl-d3)-5-(4-((2-methyl-3-oxo-4H-quinoxalin-6-yl)methyl)piperazin-1-yl)pyridine-2-carboxamide phenyl-(2,2,2-trifluoroethyl)carbamate C1(=CC=CC=C1)N(C(O)=O)CC(F)(F)F.C(NC(=O)C1=NC=C(C=C1)N1CCN(CC1)CC=1C=C2NC(C(=NC2=CC1)C)=O)([2H])([2H])[2H]